C(C)OC1(CCC(CC1)NC(=O)[C@H]1CCN(C2(CC2)C1)C(=O)C1=NNC(=C1)C1=CC(=NC=C1F)C)C(F)(F)F (S)-N-((1r,4S)-4-ethoxy-4-(trifluoromethyl)cyclohexyl)-4-(5-(5-fluoro-2-methylpyridin-4-yl)-1H-pyrazole-3-carbonyl)-4-azaspiro[2.5]octane-7-carboxamide